N1N=CC=C1CNC[C@@H](CC1=C(C(NC=N1)=O)O)C1=CC=C(C=C1)C#CC1=CC=C(C=C1)CN1CCOCC1 6-((S)-3-(((1H-pyrazol-5-yl)methyl)amino)-2-(4-((4-(morpholinomethyl)phenyl)ethynyl)phenyl)propyl)-5-hydroxypyrimidin-4(3H)-one